NC1=CC(=C(C=C1)CC#N)C1=NC=CC=C1 2-(4-Amino-2-(pyridin-2-yl)phenyl)acetonitrile